N1=C(C=C(C=C1)C1=CC=NC=C1)CCO 4,4'-bipyridineethanol